C(C)OC(=C)C1=CC=C2C=C(C(=CC2=C1)C#N)F 7-(1-ethoxyvinyl)-3-fluoro-2-naphthonitrile